C(C)(C)OC1=CC=C(C=C1)C=1C=CC=C2C=NC(=NC12)C1CN(CCC2=C1C=CC(=C2)N)C2CCOCC2 (8-(4-isopropoxyphenyl)quinazolin-2-yl)-3-(tetrahydro-2H-pyran-4-yl)-2,3,4,5-tetrahydro-1H-benzo[d]azepin-7-amine